CC1=C(C=C2CC[C@]3(CN(CC3)C(=O)OC(C)(C)C)NC2=N1)C1=NC(=CC(=N1)[2H])[2H] tert-butyl (2S)-7-methyl-6-[(4,6-2H2)pyrimidin-2-yl]-3,4-dihydro-1H-spiro[1,8-naphthyridine-2,3'-pyrrolidine]-1'-carboxylate